O(C1=CC=CC=C1)C=1C=C(C=CC1)C(C(=O)Cl)C 2-(3-Phenoxyphenyl)propionyl chloride